docosyl n-docosanoate C(CCCCCCCCCCCCCCCCCCCCC)(=O)OCCCCCCCCCCCCCCCCCCCCCC